C(C)OC=1C=C(C=NC1NC1=NNC2=CC(=CC=C12)[C@@H]1C[C@@]12C(NC1=CC=C(C=C21)OC)=O)C(=O)N(C)C 5-ethoxy-6-({6-[(1R,2S)-5'-methoxy-2'-oxo-1',2'-dihydrospiro[cyclopropane-1,3'-indol]-2-yl]-1H-indazol-3-yl}amino)-N,N-dimethylpyridine-3-carboxamide